2,6-dichloro-3-fluoro-4-(1-(methylsulfonyl)cyclopropyl)pyridine ClC1=NC(=CC(=C1F)C1(CC1)S(=O)(=O)C)Cl